CC=1C=C(C=NNC2=C3N=CN(C3=NC(=N2)N2CCOCC2)C2=CC(=NC=C2)O)C=CC1 4-(6-(2-(3-methylbenzylidene)hydrazinyl)-2-morpholino-9H-purin-9-yl)pyridin-2-ol